C(C)(C)(C)SSCOC(=O)N1COC(C1)=O (tert-butyldisulfanyl)methyl-5-oxooxazolidine-3-carboxylate